F[C@@]12[C@]3(C=CC(C=C3CC[C@H]1[C@@H]1CC([C@](C(CO)=O)([C@]1(CC2O)C)O)O)=O)C 9-fluoro-11,16,17,21-tetrahydroxypregna-1,4-diene-3,20-dione